ClC1=CC=2C(=C3N(CCN(C3)C(CCOCCC)=O)C2N=C1)F 1-(3-(3-chloro-5-fluoro-8,9-dihydropyrido[3',2':4,5]pyrrolo[1,2-a]pyrazin-7(6H)-yl)-3-oxopropoxy)propan